NC1=NC=C(C=N1)NC(C(C1CCC(CC1)(F)F)NC(C1=CC(=CC(=C1)F)C(F)(F)F)=O)=O N-{2-[(2-aminopyrimidin-5-yl)amino]-1-(4,4-difluorocyclohexyl)-2-oxoethyl}-5-fluoro-3-(trifluoromethyl)benzamide